C1(=C(C=CC=C1)C1(CC1)C1=NOC(=N1)C1=NNC(=C1)C(F)(F)F)C 3-(1-(o-tolyl)cyclopropyl)-5-(5-(trifluoromethyl)-1H-pyrazol-3-yl)-1,2,4-oxadiazole